[2-(trifluoromethyl)-3-pyridinyl]methylamine FC(C1=NC=CC=C1CN)(F)F